C(C)(C)(C)OC(=O)N1CCC(CCC1)N1CC2(CC2(F)F)CCC1 4-(1,1-difluoro-5-azaspiro[2.5]oct-5-yl)azepane-1-carboxylic acid tert-butyl ester